1-(benzofuran-2-yl)-3-methyl-3-azabicyclo[3.1.0]hexane O1C(=CC2=C1C=CC=C2)C21CN(CC1C2)C